CC(C)C1=NN=C2N1C=C(C=C2)C2=CC=C(C=C2)S(=O)(=N)[C@@H]2CC[C@H](CC2)NC2=CC=C(C=C2)S(F)(F)(F)(F)F (-)-{4-[3-(propan-2-yl)-[1,2,4]triazolo[4,3-a]pyridin-6-yl]phenyl}[trans-4-{[4-(pentafluoro-λ6-sulfanyl)phenyl]amino}cyclohexyl](imino)-λ6-sulfanone